2-(4-fluoro-1-methyl-1H-indol-6-yl)-7-(fluoromethoxy)-4-(4-fluoropiperidine-1-carbonyl)isoquinolin-1(2H)-one FC1=C2C=CN(C2=CC(=C1)N1C(C2=CC(=CC=C2C(=C1)C(=O)N1CCC(CC1)F)OCF)=O)C